N1=C(C=CC=C1)[C@@H](C)N.[Sn] Tin (1R)-1-(2-pyridinyl)ethylamine